C1(=CC=CC=C1)P(Cl)Cl Phenyl-Phosphorus Dichloride